N-(3-methoxybenzyl)-N-(3-(4-methylpiperazin-1-yl)benzyl)-4-(piperidin-1-ylmethyl)aniline COC=1C=C(CN(C2=CC=C(C=C2)CN2CCCCC2)CC2=CC(=CC=C2)N2CCN(CC2)C)C=CC1